1-(1-bicyclo[1.1.1]pentanyl)-3-[(3-chlorophenyl)methyl]urea C12(CC(C1)C2)NC(=O)NCC2=CC(=CC=C2)Cl